C(C)(C)(C)N1C=C(C2=CC(=CC=C12)F)C N-tertiary butyl-3-methyl-5-fluoroindole